nickel 1,2-bis(diphenylphosphino)propane chloride [Cl-].C1(=CC=CC=C1)P(CC(C)P(C1=CC=CC=C1)C1=CC=CC=C1)C1=CC=CC=C1.[Ni+2].[Cl-]